(2'R,3'S)-N-benzoyl-3-phenylisoserine C(C1=CC=CC=C1)(=O)NC(C(O)C(=O)O)C1=CC=CC=C1